CC=1N=C2N(N=C(C=C2C)C2=CC(=C3C=C(N=NC3=C2)C2CCN(CC2)CCCN(C)C)F)C1 3-{4-[7-(2,8-Dimethylimidazo[1,2-b]pyridazin-6-yl)-5-fluoro-cinnolin-3-yl]piperidin-1-yl}-N,N-dimethylpropan-1-amine